C(#N)C=1C=CC(=C(C(=O)N[C@@H](C)C2=NC=NN2C2=NC=C(C=C2)N=S(=O)(C)C)C1)F (S)-5-cyano-N-(1-(1-(5-((dimethyl(oxo)-λ6-sulfaneylidene)amino)pyridin-2-yl)-1H-1,2,4-triazol-5-yl)ethyl)-2-fluorobenzamide